N-(4-amino-trans-cyclohexyl)-2-(4-hexyloxy)phenyl-N-methyl-2-oxoacetamide N[C@@H]1CC[C@H](CC1)N(C(C(=O)C1=C(C=CC=C1)OC(CCC)CC)=O)C